(+/-)-2,5,7,8-tetramethyl-2-(4,8,12-trimethyltridecyl)-6-chromanol nicotinate C(C1=CN=CC=C1)(=O)OC=1C(=C2CCC(OC2=C(C1C)C)(CCCC(CCCC(CCCC(C)C)C)C)C)C